2-[(7-bromoindazol-1-yl)methoxy]ethyl-trimethyl-silane trans-ethyl-2-benzylcyclopropanecarboxylate C(C)OC(=O)[C@H]1[C@@H](C1)CC1=CC=CC=C1.BrC=1C=CC=C2C=NN(C12)COCC[Si](C)(C)C